C(CC(O)(C(=O)[O-])CC(=O)[O-])(=O)[O-].[Er+3] Erbium(III) citrate